ClC1=CC=C2[C@@]3(C(NC2=C1)=O)C1(N[C@H]([C@@H]3C3=C(C(=CC=C3)Cl)F)C(=O)OC)CCCCC1 methyl (3'R,4'S,5'R)-6''-chloro-4'-(3-chloro-2-fluorophenyl)-2''-oxodispiro[cyclohexane-1,2'-pyrrolidine-3',3''-indoline]-5'-carboxylate